(S)-4-(benzyl-(phenyl)carbamoyl)-1-(10-oxo-10,11-dihydro-5H-dibenzo[b,f]azepine-5-carbonyl)piperazine-2-carboxylic acid C(C1=CC=CC=C1)N(C(=O)N1C[C@H](N(CC1)C(=O)N1C2=C(CC(C3=C1C=CC=C3)=O)C=CC=C2)C(=O)O)C2=CC=CC=C2